N[C@@H]1CN(CC1)C1=C(C=CC=2N(C(=NC21)C(F)(F)F)C)NC(=O)C=2C(N(N=CC2)C2=C(C=CC=C2F)F)=O (S)-N-(4-(3-aminopyrrolidin-1-yl)-1-methyl-2-(trifluoromethyl)-1H-benzo[d]imidazol-5-yl)-2-(2,6-difluorophenyl)-3-oxo-2,3-dihydropyridazine-4-carboxamide